C(C)(=O)N1[C@H](CCC2=CC(=CC=C12)C1=CC=C(C(=O)NCCNC(=O)C=2N=C3N(C=C(N=C3N3CCOCC3)C=3C=NC(=NC3)N)C2)C=C1)C (S)-N-(2-(4-(1-Acetyl-2-methyl-1,2,3,4-tetrahydroquinolin-6-yl)benzamido)ethyl)-6-(2-aminopyrimidin-5-yl)-8-morpholinoimidazo[1,2-a]pyrazine-2-carboxamide